(R)-6-((4-Hydroxy-1-(3-phenylbutanoyl)piperidin-4-yl)methyl)-3-isopropyl-2-methyl-5,6-dihydro-2H-pyrazolo[4,3-d]pyrimidin-7(4H)-one OC1(CCN(CC1)C(C[C@@H](C)C1=CC=CC=C1)=O)CN1CNC=2C(C1=O)=NN(C2C(C)C)C